1-(3-chloro-2-fluorobenzyl)-4-((3-methyl-5-fluoro-4-methyl-6-((5-methyl-1H-pyrazol-3-yl)amino)pyridin-2-yl)methyl)piperidine-4-carboxylic acid ClC=1C(=C(CN2CCC(CC2)(C(=O)O)CC2=NC(=C(C(=C2C)C)F)NC2=NNC(=C2)C)C=CC1)F